1-(1-bicyclo[1.1.1]pentanyl)-3-[(3-bromophenyl)methyl]urea C12(CC(C1)C2)NC(=O)NCC2=CC(=CC=C2)Br